ClC=1C=C2C=3C=C(C=C(C3NC2=CC1Cl)CCNC(OC(C)(C)C)=O)NC1=CC=C(C=C1)Cl tert-Butyl (2-(6,7-dichloro-3-((4-chlorophenyl)amino)-9H-carbazol-1-yl)ethyl)carbamate